(6-chloro-1-hydroxy-2,3,1-benzo-diazaborinin-2-yl)-(2-chlorophenyl)methanone ClC=1C=CC2=C(C=NN(B2O)C(=O)C2=C(C=CC=C2)Cl)C1